6-((1-(4-(2-(2-aminopyridin-3-yl)-5-phenyl-3H-imidazo[4,5-b]pyridin-3-yl)benzyl)piperidin-4-yl)oxy)picolinonitrile NC1=NC=CC=C1C1=NC=2C(=NC(=CC2)C2=CC=CC=C2)N1C1=CC=C(CN2CCC(CC2)OC2=CC=CC(=N2)C#N)C=C1